Cl.FC1=C(C=CC(=N1)NC=1C=C2CCNC(C2=CC1)=O)C1=CC=C(C=C1)N1CCN(CC1)C(C)C 6-((6-fluoro-5-(4-(4-isopropylpiperazin-1-yl)phenyl)pyridin-2-yl)amino)-3,4-dihydroisoquinolin-1(2H)-one, hydrochloride